THIADIAZOLIDINONE C1CCN2C(=O)SC(=NC3=CC=C(C=C3)Br)N2C1